3-(3,5-dimethoxyphenyl)urea COC=1C=C(C=C(C1)OC)NC(N)=O